4-{[(6-chloro-5-fluoropyrid-3-yl)methyl](methyl)amino}furan-2(5H)-one ClC1=C(C=C(C=N1)CN(C1=CC(OC1)=O)C)F